2-(4-fluoro-2-methylphenoxy)-N-(3-iodophenyl)-4-(trifluoromethyl)benzamide FC1=CC(=C(OC2=C(C(=O)NC3=CC(=CC=C3)I)C=CC(=C2)C(F)(F)F)C=C1)C